tert-Butyl (2-(phosphonooxy)ethoxy)carbamate P(=O)(O)(O)OCCONC(OC(C)(C)C)=O